8-[(tetrahydro-2H-pyran-2-yl)oxy]-5-octen-1-yne benzyl-N-[(2-oxo-3-piperidyl)methylamino]carbamate C(C1=CC=CC=C1)OC(NNCC1C(NCCC1)=O)=O.O1C(CCCC1)OCCC=CCCC#C